ClC=1C(=CC2=C(N(C(NC2=O)=O)C=2C(=NC=CC2C)C(C)C)N1)F (1R)-7-chloro-6-fluoro-1-(2-isopropyl-4-methylpyridin-3-yl)pyrido[2,3-d]pyrimidine-2,4(1H,3H)-dione